N[C@H]1[C@@H]([C@H]2CC[C@@H](C1)O2)O (1R,2S,3R,5S)-3-amino-8-oxabicyclo[3.2.1]octan-2-ol